N[C@H](C(=O)O)CCCCN1CC(C1)(F)F (S)-2-amino-6-(3,3-difluoroazetidin-1-yl)hexanoic acid